OCCCNC1=NC(=NC(=N1)NCCCN(CCC(=O)OCCCCCC)CCC(=O)OCCCCCC)NCCCN(CCC(=O)OCCCCCC)CCC(=O)OCCCCCC tetrahexyl 3,3',3'',3'''-((((6-((3-hydroxypropyl)amino)-1,3,5-triazine-2,4-diyl)bis(azanediyl))bis(propane-3,1-diyl))bis(azanetriyl))tetrapropionate